C(C)OC=1C=NN(C1)C=1C=CC(=C(O\C(\C(=O)OC)=C/OC)C1)C methyl (Z)-2-[5-(4-ethoxypyrazol-1-yl)-2-methyl-phenoxy]-3-methoxy-prop-2-enoate